CC1(CC1)C[C@@H](C(N[C@H](C=O)C[C@H]1C(NCC1)=O)=O)NC(OC(C(F)(F)C1=CC(=CC=C1)Cl)C1=CC=CC=C1)=O 2-(3-chlorophenyl)-2,2-difluoro-1-phenylethyl ((S)-3-(1-methylcyclopropyl)-1-oxo-1-(((S)-1-oxo-3-((S)-2-oxopyrrolidin-3-yl)propan-2-yl)amino)propan-2-yl)carbamate